N1=C(C=CC=C1)[C@@H](C)N (R)-1-(pyridin-2-yl)ethyl-amine